Cl.NC(N)N trisaminomethane-HCl